ClC1=NC=NC(=C1C#N)NC1=CC2=C(N(C(N2CCC(C)(C)O)=O)C)C=C1F 4-chloro-6-((6-fluoro-3-(3-hydroxy-3-methylbutyl)-1-methyl-2-oxo-2,3-dihydro-1H-benzo[d]imidazol-5-yl)amino)pyrimidine-5-carbonitrile